2-chloro-5-(N-methylmethylsulfonamido)thiazole-4-carbonyl chloride ClC=1SC(=C(N1)C(=O)Cl)N(S(=O)(=O)C)C